5-[(3,4-dichlorophenyl)methylamino]-3-(2,5-dihydrofuran-2-yl)-1-methyl-6H-pyrazolo[4,3-d]pyrimidin-7-one ClC=1C=C(C=CC1Cl)CNC=1NC(C2=C(N1)C(=NN2C)C2OCC=C2)=O